2-[4-[(E)-3-(4-Morpholin-4-ylphenyl)-3-oxoprop-1-enyl]phenoxy]acetic acid N1(CCOCC1)C1=CC=C(C=C1)C(/C=C/C1=CC=C(OCC(=O)O)C=C1)=O